ClCCCN(C(=O)C1N(NC(C1)=O)C1=NC(=CC(=N1)C)C(F)(F)F)C1=CC(=C(C=C1)F)C N-(3-chloropropyl)-N-(4-fluoro-3-methylphenyl)-2-(4-methyl-6-(trifluoromethyl)pyrimidin-2-yl)-5-oxopyrazolidine-3-carboxamide